BrC=1C(=CC(=C(C(=O)O)C1)C(C(C)C)=O)F 5-bromo-4-fluoro-2-isobutyrylbenzoic acid